C(C)OC=1C2=C(N=C(N1)N[C@H]1CC[C@H](CC1)O)NC=C2C2=NC=1N(C=C2)N=CC1 cis-4-((4-Ethoxy-5-(pyrazolo[1,5-a]pyrimidin-5-yl)-7H-pyrrolo[2,3-d]pyrimidin-2-yl)amino)cyclohexan-1-ol